Cl\C(=C/[C@@H]1C([C@@H]1C(=O)OCC1=C(C(=C(C(=C1F)F)C#C)F)C)(C)C)\C(F)(F)F 4-ethynyl-2-methyl-3,5,6-trifluorobenzyl (1RS)-cis-3-[(Z)-2-chloro-3,3,3-trifluoro-1-propenyl]-2,2-dimethylcyclopropanecarboxylate